O=NC(=O)C1OC=CC=C1 oxopyran-2-carboxamide